2,7-dibromo-9,9-dimethyl-10-(4-octylphenyl)-9,10-dihydroacridine BrC1=CC=2C(C3=CC(=CC=C3N(C2C=C1)C1=CC=C(C=C1)CCCCCCCC)Br)(C)C